Antimony-Silver [Ag].[Sb]